2-hydroxy-4-oxo-6,7,8,9-tetrahydro-4H-pyrido[1,2-a]Pyrimidine-3-carboxamide tri-hydrochloride Cl.Cl.Cl.OC=1N=C2N(C(C1C(=O)N)=O)CCCC2